2-amino-3-cyano-4-(5-chloro-2-thienyl)-6-methyl-4H-pyran-5-carboxylic acid methyl ester COC(=O)C=1C(C(=C(OC1C)N)C#N)C=1SC(=CC1)Cl